2-(4-{[5-amino-6-fluoro-7-(8-methyl-2,3-dihydro-1H-pyrido[2,3-b][1,4]oxazin-7-yl)quinazolin-2-yl]amino}phenyl)-2,2-difluoro-N-methylacetamide NC1=C2C=NC(=NC2=CC(=C1F)C1=C(C2=C(OCCN2)N=C1)C)NC1=CC=C(C=C1)C(C(=O)NC)(F)F